BrC1=C(C=C(C=C1)C)NC(C1=CC=CC=C1)=S N-(2-bromo-5-methylphenyl)thiobenzamide